[7-Methyl-6-(3-methyl-7,8-dihydro-5H-1,6-naphthyridin-6-yl)imidazo[1,2-b]pyridazin-2-yl]-pyrrolidin-1-yl-methanone CC1=CC=2N(N=C1N1CC=3C=C(C=NC3CC1)C)C=C(N2)C(=O)N2CCCC2